CN(C)CC1(CC1)COC=1N=C(C2=C(N1)CN(C2)C(=O)C2=CC(=CC1=CC=CC(=C21)I)O)N2C(CCCCC2)CO (2-((1-((dimethylamino)methyl)cyclopropyl)methoxy)-4-(2-(hydroxymethyl)azepan-1-yl)-5,7-dihydro-6H-pyrrolo[3,4-d]pyrimidin-6-yl)(3-hydroxy-8-iodonaphthalen-1-yl)methanone